nickel-copper-tin-boron [B].[Sn].[Cu].[Ni]